BrC1=CC2=C(C(=N1)NC=1C(=CC(=C(C(=O)NCC(C)C)C1)C)F)N(C=N2)C(C)C 5-((6-bromo-3-isopropyl-3H-imidazo[4,5-c]pyridin-4-yl)amino)-4-fluoro-N-isobutyl-2-methylbenzamide